[1,2,3]triazolo[1,5-a]pyridine-4-carboxylic acid N1=NC=C2N1C=CC=C2C(=O)O